(2S,3S,4R,5R)-N-ethyl-3,4-dihydroxy-5-(2-(1-methyl-1H-pyrrol-2-yl)-6-(methylamino)-9H-purin-9-yl)tetrahydrofuran-2-carboxamide C(C)NC(=O)[C@H]1O[C@H]([C@@H]([C@@H]1O)O)N1C2=NC(=NC(=C2N=C1)NC)C=1N(C=CC1)C